ClCCC(CCCCC(=O)[O-])O 8-chloro-6-hydroxycaprylate